8-(4-Fluoro-3-methylphenyl)-4-((4-methoxyphenyl)sulfonyl)-3,4-dihydro-2H-pyrido[4,3-b][1,4]thiazine FC1=C(C=C(C=C1)C1=CN=CC2=C1SCCN2S(=O)(=O)C2=CC=C(C=C2)OC)C